O=C1NC(CCC1N1C(C2=CC=C(C=C2C1=O)OCCOCCOCCOCCOCCOCCOCCOC=1C=C(C=CC1)CC(=O)NC=1SC(=C(N1)C=1C=C2CCN(C2=CC1)C(C1=C(C=CC=C1)C)=O)C)=O)=O 2-(3-((20-((2-(2,6-dioxopiperidin-3-yl)-1,3-dioxoisoindolin-5-yl)oxy)-3,6,9,12,15,18-hexaoxaicosyl)oxy)phenyl)-N-(5-methyl-4-(1-(2-methylbenzoyl)indolin-5-yl)thiazol-2-yl)acetamide